C(C1=CC=CC=C1)OCCCCCO 5-(benzyloxy)pentane-1-ol